1,4-bis(2-oxiranyl)butane O1C(C1)CCCCC1OC1